2-fluoro-5-methyl-4-[(1-methyl-1,2,3-benzotriazol-5-yl)oxy]aniline FC1=C(N)C=C(C(=C1)OC1=CC2=C(N(N=N2)C)C=C1)C